4-(1-(4-methoxybenzyl)-2-methyl-1H-imidazo[4,5-b]piperazin-6-yl)-6-methyl-1H-pyrrolo[2,3-c]pyridin-7(6H)-one COC1=CC=C(CN2C(=NC3=C2NC(CN3)C=3C2=C(C(N(C3)C)=O)NC=C2)C)C=C1